3-[(2,4-difluorophenyl)methyl]-4-[(4-fluorophenyl)methyl]-4,5-dihydro-1,2,4-oxadiazol-5-one FC1=C(C=CC(=C1)F)CC1=NOC(N1CC1=CC=C(C=C1)F)=O